3-((2-bromophenyl-methyl)oxy)propan-1-ol BrC1=C(C=CC=C1)COCCCO